C(=O)C1CCN(CC1)C1=CC=C(C=C1)C1=C(CCCC2=C1C=CC(=C2)C(=O)O)C2=CC=C(C=C2)C(F)(F)F 5-[4-(4-formyl-1-piperidyl)phenyl]-6-[4-(trifluoromethyl)phenyl]-8,9-dihydro-7H-benzo[7]annulene-2-carboxylic acid